COC1=C2C(=NN(C2=CC=C1[C@@H](C(F)(F)F)OC)C)NC1=CC(=NC=C1C(=O)NC([2H])([2H])[2H])NC1=NC=C(C=C1)N1CCOCC1 (S)-4-((4-methoxy-1-methyl-5-(2,2,2-trifluoro-1-methoxyethyl)-1H-indazol-3-yl)amino)-N-(methyl-d3)-6-((5-morpholinopyridin-2-yl)amino)nicotinamide